FC(C=1CC=CS(C1)=O)(F)F 5-trifluoromethyl-4H-thiopyran-1-mono-oxide